[1-[(3-cyano-2-pyridinyl)sulfanyl-phenyl-methyl]propyl]malononitrile C(#N)C=1C(=NC=CC1)SC(C(CC)C(C#N)C#N)C1=CC=CC=C1